Cl.FC1=CC=C(CCN(C(=N)N)C)C=C1 1-(4-fluorophenethyl)-1-methyl-guanidine hydrochloride